3-(3-hydroxyphenyl)-4-methyl-2-(4-((S)-2-((R)-2-methylpyrrolidin-1-yl)propoxy)phenyl)-2H-benzopyran-6-ol OC=1C=C(C=CC1)C=1C(OC2=C(C1C)C=C(C=C2)O)C2=CC=C(C=C2)OC[C@H](C)N2[C@@H](CCC2)C